7-bromo-8-fluoro-4-hydroxy-3-(2-hydroxyethyl)-1H-quinolin-2-one BrC1=CC=C2C(=C(C(NC2=C1F)=O)CCO)O